6-(4-(1,3-dioxolan-2-yl)piperidin-1-yl)pyridin-3-amine O1C(OCC1)C1CCN(CC1)C1=CC=C(C=N1)N